2-methyl-2-dimethylaminomethyl-1,3-propanediol CC(CO)(CO)CN(C)C